C(C)(C)(C)OC(=O)N1C=C(C2=NC(=C(C=C21)F)C2CCN(CC2)C(=O)OC(C)(C)C)C(C)C 5-(1-(tert-Butoxycarbonyl)piperidin-4-yl)-6-fluoro-3-isopropyl-1H-pyrrolo[3,2-b]pyridine-1-carboxylic acid tert-butyl ester